(2,6-bis(piperazin-1-ylmethyl)pyridin) bromid [Br-].N1(CCNCC1)CC1=NC(=CC=C1)CN1CCNCC1